C(O)C1=CC=C(C=C1)N=NC1=CC=C(C=C1)CO dimethylolazobenzene